ClC1=CC=CC=2NC(=NC21)C[C@H](C(=O)N[C@H]2C1=C(CN3N(C2=O)CCC3)C=CC=C1)C (R)-3-(4-Chloro-1H-benzo[d]imidazol-2-yl)-2-methyl-N-((S)-11-oxo-2,3,10,11-tetrahydro-1H,5H-benzo[d]pyrazolo[1,2-a][1,2]diazepin-10-yl)propanamid